N-[(4-Chlorophenyl)-methyl]-4-isopropyl-2-morpholin-4-yl-oxazole-5-carboxylic acid amide ClC1=CC=C(C=C1)CNC(=O)C1=C(N=C(O1)N1CCOCC1)C(C)C